Cl.COCC1(CCNCC1)CO [4-(methoxymethyl)piperidin-4-yl]methanol hydrochloride